FS(C1=CC=C(OC2=NC=CC=C2C2=CC=C(C(=O)OC)C=C2)C=C1)(F)(F)(F)F methyl 4-[2-[4-(pentafluorosulfanyl)phenoxy]-3-pyridyl]benzoate